1-(tert-butyl) 4-(7-methoxy-4-(1-methyl-3-phenyl-1H-pyrazol-4-yl)quinazolin-6-yl) (2S,5S)-2,5-dimethylpiperazine-1,4-dicarboxylate C[C@@H]1N(C[C@@H](N(C1)C(=O)OC=1C=C2C(=NC=NC2=CC1OC)C=1C(=NN(C1)C)C1=CC=CC=C1)C)C(=O)OC(C)(C)C